C(C)(C)(C)N1CCC(CC1)CBr tert-butyl-4-(bromomethyl)piperidine